N(=[N+]=[N-])C[C@@H](C1=CC=CC=C1)NC(OC(C)(C)C)=O tert-butyl N-[(1R)-2-azido-1-phenyl-ethyl]carbamate